4-Hydroxybenzaldehyde OC1=CC=C(C=O)C=C1